C1N(CC2C1CNC2)C2=NC=CC(=N2)NC=2C=C1C=NNC1=CC2 N-(2-(hexahydropyrrolo[3,4-c]pyrrol-2(1H)-yl)pyrimidin-4-yl)-1H-indazol-5-amine